CC=1SC(=C(N1)C1=CC=CC=C1)OC1=CC(=NC=C1)NC=1C=C(C=CC1)NS(=O)(=O)C N-(3-((4-((2-Methyl-4-phenylthiazol-5-yl)oxy)pyridin-2-yl)amino)phenyl)methanesulfonamide